5-((R)-(2,4-di-tert-butylpyrimidin-5-yl)(hydroxy)methyl)-2,2-dimethyl-1,3-dioxolan C(C)(C)(C)C1=NC=C(C(=N1)C(C)(C)C)[C@H](C1COC(O1)(C)C)O